tetramethyl-5-decyn CC(C(C)(C)C)CCC#CCCCC